2-(3,5-di-t-pentyl-2-hydroxyphenyl)benzotriazoleD-biotinyl-N-hydroxysuccinimide C(C)(C)(CC)C=1C(=C(C=C(C1)C(C)(C)CC)N1N=C2C(=N1)C=CC=C2[C@@]21NC(N[C@H]1CS[C@H]2CCCCC(=O)C2C(=O)N(C(C2)=O)O)=O)O